3-(4-fluorophenyl)-1-methyl-4-[thieno[3,2-b]pyridin-7-yl]pyrazole FC1=CC=C(C=C1)C1=NN(C=C1C1=C2C(=NC=C1)C=CS2)C